N,N,N',N'-tetraethyl-1,3-hexanediamine C(C)N(CCC(CCC)N(CC)CC)CC